4-[4-(cyclopropylamino)cyclohexyl]-2-methyl-indazole-7-carboxylic acid C1(CC1)NC1CCC(CC1)C=1C2=CN(N=C2C(=CC1)C(=O)O)C